(R)-pentan-2-yl (4-(5-amino-6-methylpyridin-2-yl)-1-methyl-1H-1,2,3-triazol-5-yl)carbamate NC=1C=CC(=NC1C)C=1N=NN(C1NC(O[C@H](C)CCC)=O)C